OC1CC(OCC1)(C(=O)[O-])CC=O 4-hydroxy-2-(2-oxoethyl)tetrahydro-2H-pyran-2-carboxylate